C(C1=CC=CC=C1)N1[C@@H]2CC[C@H]([C@H](C1)OC1=CC(=CC=C1)Br)C2 (1R,4R,5S)-2-benzyl-4-(3-bromophenoxy)-2-azabicyclo[3.2.1]octane